p-mentha-1,5-dien-8-ol C1(=CCC(C=C1)C(C)(C)O)C